BrC1=C(COC2=CC(=C(C=O)C=C2)OCC2=CC(=CC=C2)C#N)C=CC=C1C1=CC(=C(C=C1)OC)OC 4-(2-bromo-3-(3,4-dimethoxyphenyl)benzyloxy)-2-(3-cyanobenzyloxy)benzaldehyde